4,7-dibromo-2H-benzimidazole-2-spirocyclohexane BrC1=CC=C(C2=NC3(CCCCC3)N=C21)Br